acrylic acid trifluoroacetate FC(C(=O)O)(F)F.C(C=C)(=O)O